ethyl-4-phenylpyridinium C(C)[N+]1=CC=C(C=C1)C1=CC=CC=C1